Aminopentyl-Boc-Spermine NCCCCCN(CCCNCCCCNCCCN)C(=O)OC(C)(C)C